BrC=1C=C2C(=NC=NC2=C(C1)OC)N 6-Bromo-8-methoxyquinazolin-4-amine